BrC1=CC=C2C(=N1)C=C(N2)CNC(OC(C)(C)C)=O tert-butyl N-[(5-bromo-1H-pyrrolo[3,2-b]pyridin-2-yl)methyl]carbamate